[(7R)-4-[2-(1H-indol-3-yl)ethylamino]-2-(2-methylthiazol-5-yl)-7,8-dihydro-6H-pyrimido[5,4-b][1,4]oxazin-7-yl]methanol N1C=C(C2=CC=CC=C12)CCNC1=NC(=NC2=C1OC[C@H](N2)CO)C2=CN=C(S2)C